FC(C1=NC2=C(N1)C(=CC=1C(C=C(OC12)C=1C=CC(=NC1)C#N)=O)F)F 5-(2-(difluoromethyl)-4-fluoro-6-oxo-3,6-dihydrochromeno[7,8-d]imidazol-8-yl)picolinonitrile